CC1=CC=C(O1)C1=NC=2C(=C3C(=NC2)N(C=C3)S(=O)(=O)C3=CC=CC=C3)N1[C@@H]1CC[C@H](CC1)C#N trans-4-(2-(5-methylfuran-2-yl)-6-(benzenesulfonyl)imidazo[4,5-d]Pyrrolo[2,3-b]Pyridin-1(6H)-yl)cyclohexanecarbonitrile